[W].[Os] osmium-tungsten